2,5-dichloropyridine-4-carbaldehyde ClC1=NC=C(C(=C1)C=O)Cl